magnesium-barium [Ba].[Mg]